BrC=1N=C(C(N(C1)C)=O)NC1=CC(=C(C=C1)N1[C@H](CC(CC1)N1CCN(CC1)C)C)[N+](=O)[O-] (S)-5-bromo-1-methyl-3-(4-(2-methyl-4-(4-methylpiperazin-1-yl)piperidin-1-yl)-3-nitrophenylamino)pyrazin-2(1H)-one